COC1=CC=C(CN2N=C(C(N(C2=O)CC2=CC=C(C=C2)OC)=O)C=O)C=C1 2,4-bis(4-methoxybenzyl)-3,5-dioxo-2,3,4,5-tetrahydro-1,2,4-triazine-6-carboxaldehyde